6-bromo-2,4-dimethoxy-3-methylbenzaldehyde BrC1=CC(=C(C(=C1C=O)OC)C)OC